NC=1C(=C2C=CC(=NC2=CC1C(=O)O)C(F)(F)F)C 6-amino-5-methyl-2-(trifluoromethyl)quinoline-7-carboxylic acid